OC1=CC=C2C(C(=COC2=C1)C1=CC(=C(C(=C1)O)[O-])O)=O 4-(7-hydroxy-4-oxo-4H-chromen-3-yl)-2,6-dihydroxyphenolate